1-methoxy propyl-acetate C(CC)CC(=O)OOC